di-sodium (4-fluoro-2-(2-fluoropyridin-4-yl)-6-isopropylphenyl)(3-sulfinato-1-((2-(trimethylsilyl)ethoxy)methyl)-1H-1,2,4-triazol-5-yl)amide FC1=CC(=C(C(=C1)C(C)C)[N-]C1=NC(=NN1COCC[Si](C)(C)C)S(=O)[O-])C1=CC(=NC=C1)F.[Na+].[Na+]